tert-butyl (S)-4-bromo-2-((tert-butoxycarbonyl)(methyl)amino)butanoate BrCC[C@@H](C(=O)OC(C)(C)C)N(C)C(=O)OC(C)(C)C